N-(2-([1,4'-Bipiperidin]-1'-yl)-5-bromopyridin-3-yl)methane-sulfonamide N1(CCCCC1)C1CCN(CC1)C1=NC=C(C=C1NS(=O)(=O)C)Br